ClC1=CC(=C(CNC2=CC=C3C(=N2)CN(C3=O)CCNC(C([2H])([2H])[2H])=O)C(=C1)F)F N-(2-(2-((4-chloro-2,6-difluorobenzyl)amino)-5-oxo-5,7-dihydro-6H-pyrrolo[3,4-b]pyridin-6-yl)ethyl)acetamide-2,2,2-d3